CC(C(=O)OCC=1C=NN(C1)CC1=CC=C(C=C1)O\C=C(\C(F)(F)F)/OCC)CCC [1-[[4-[[(1Z)-2-ethoxy-3,3,3-trifluoro-1-propen-1-yl]oxy]phenyl]methyl]-1H-pyrazol-4-yl]methyl 2-methylpentanoate